C(C)(C)(C)OP(=O)(OC(C)(C)C)CCCCCCCCCCCCCCCCCC(=O)OC Methyl 18-(di-tert-butoxyphosphoryl)octadecanoate